6-(4-((2S,3S)-4-acryloyl-3-(cyanomethyl)morpholin-2-yl)-6-chloropyridin-2-yl)-N-methylpyrimidine-4-carboxamide C(C=C)(=O)N1[C@H]([C@@H](OCC1)C1=CC(=NC(=C1)Cl)C1=CC(=NC=N1)C(=O)NC)CC#N